FC=1C=C(C=CC1O)C=1CCN(CC1)C(=O)OCC1=CC=CC=C1 benzyl 4-(3-fluoro-4-hydroxyphenyl)-3,6-dihydropyridine-1(2H)-carboxylate